OC1(CC(C1)C(=O)N1CC2(C1)CC(C2)C2=CC(=C(C=C2)C)C(F)(F)F)C ((1s,3s)-3-Hydroxy-3-methylcyclobutyl)(6-(4-methyl-3-(trifluoromethyl)phenyl)-2-azaspiro[3.3]heptan-2-yl)methanone